O(C=CC(=O)N)C=CC(=O)N oxydiacrylamide